C(#C)C1=CN=CC=2[C@H]3N(C[C@@H](OC21)C3)C(=O)C32CCC(CC3)(C2)C(F)(F)F ((2S,5S)-9-ethynyl-2,3-dihydro-2,5-methanopyrido[3,4-f][1,4]oxazepin-4(5H)-yl)(4-(trifluoromethyl)bicyclo[2.2.1]heptan-1-yl)methanone